N1N=NN=C1N1[C@H]2[C@H](CC[C@@H]1CC2)NC(=O)C2(CC2)C2=C(C=C(C=C2)C(F)(F)F)OC N-((1R,2S,5R)-8-(1H-tetrazol-5-yl)-8-azabicyclo[3.2.1]octan-2-yl)-1-(2-methoxy-4-(trifluoromethyl)phenyl)cyclopropane-1-carboxamide